C1=C(C(=CC(=C1Cl)Br)Cl)Cl 2,4,5-trichlorobromobenzene